BrC=1C(=NN2C1C(N(CC2)C(=O)OC(C)(C)C)C)C2=CC(=C(C(=C2)C)F)C tert-butyl 3-bromo-2-(4-fluoro-3,5-dimethylphenyl)-4-methyl-6,7-dihydropyrazolo[1,5-a]pyrazine-5(4H)-carboxylate